N1C=C(C2=CC=CC=C12)NS(=O)(=O)C1=CC=C(C=C1)C(F)(F)F N-(1H-indol-3-yl)-4-(trifluoromethyl)benzenesulfonamide